tert-butyl N-[5-[(2-hydroxyethylamino)methyl]-3-pyridyl]-N-methyl-carbamate OCCNCC=1C=C(C=NC1)N(C(OC(C)(C)C)=O)C